((2S,5R)-2,5-dimethyl-4-(1-(quinoxalin-6-yl-2,3-d2)ethyl)piperazin-1-yl)-4-methyl-2-(tetrahydro-2H-pyran-2-yl)-2,4-dihydro-5H-pyrazolo[4,3-b]pyridin-5-one C[C@@H]1N(C[C@H](N(C1)C(C)C=1C=C2N=C(C(=NC2=CC1)[2H])[2H])C)C=1N(N=C2C1N(C(C=C2)=O)C)C2OCCCC2